FC1=CC=C(CNC[C@@H](CN2C[C@H]3CCCC[C@H]3C[C@H]2C(=O)O)O)C=C1 (3S,4aS,8aS)-2-[(S)-3-(4-fluorobenzylamino)-2-hydroxypropyl]decahydroisoquinoline-3-carboxylic acid